B(OCCCCCCCCCCCCCCCC)(OCCCCCCCCCCCCCCCC)OCCCCCCCCCCCCCCCC tri(cetyl) borate